benzyl-4-bromobenzoyl-hydrazine UREIDOPROPIONATE N(C(=O)N)C(C(=O)O)C.C(C1=CC=CC=C1)N(N)C(C1=CC=C(C=C1)Br)=O